C(C)(C)(C)OC(=O)N1CCN(CC1)C=1N(N=CC1)COCC[Si](C)(C)C 4-[2-(2-trimethylsilylethoxymethyl)pyrazol-3-yl]Piperazine-1-carboxylic acid tert-butyl ester